(S)-5-(((2-((4-Methyl-3-oxo-3,4-dihydropyrido[2,3-b]pyrazin-6-yl)oxy)ethyl)amino)methyl)-3-(3-oxo-3,4-dihydro-2H-pyrazino[2,3-b][1,4]thiazin-6-yl)oxazolidin-2-one CN1C2=C(N=CC1=O)C=CC(=N2)OCCNC[C@H]2CN(C(O2)=O)C2=NC1=C(SCC(N1)=O)N=C2